COC=1C=C(C=C(C1OC)OC)N1C([C@H]([C@@H]1C1=CC(=C(C=C1)OC)O)COC1=CC=C(C=C1)C(F)(F)F)=O (3R,4R)-1-(3,4,5-trimethoxyphenyl)-3-(4-trifluoromethylphenoxymethyl)-4-(3-hydroxy-4-methoxyphenyl)azetidin-2-one